(4-(1-(Imidazo[1,2-a]pyridin-6-ylmethyl)-1H-[1,2,3]triazolo[4,5-b]pyrazin-6-yl)phenyl)dimethylphosphine oxide N=1C=CN2C1C=CC(=C2)CN2N=NC=1C2=NC(=CN1)C1=CC=C(C=C1)P(C)(C)=O